1-((3-((3R,5R)-5-([1,1'-biphenyl]-4-yl)tetrahydrofuran-3-yl)-1,2,4-oxadiazol-5-yl)methyl)-7-methyl-1,7-dihydro-6H-purin-6-one C1(=CC=C(C=C1)[C@H]1C[C@@H](CO1)C1=NOC(=N1)CN1C=NC=2N=CN(C2C1=O)C)C1=CC=CC=C1